C(C)(C)(C)OC(=O)N([C@@H](CC(=O)OC)C(=O)OCC1=CC=CC=C1)C 1-benzyl 4-methyl N-(tert-butoxycarbonyl)-N-methyl-L-aspartate